2-(hydroxymethyl)-6-phenoxytetrahydro-2H-pyran OCC1OC(CCC1)OC1=CC=CC=C1